4-[[5-(2,6-difluoro-4-methoxyphenyl)-1-methyl-imidazole-2-carbonyl]amino]-2-ethyl-benzoic acid FC1=C(C(=CC(=C1)OC)F)C1=CN=C(N1C)C(=O)NC1=CC(=C(C(=O)O)C=C1)CC